3,5-dichloro-2-hydroxybenzenesulfonate sodium [Na+].ClC=1C(=C(C=C(C1)Cl)S(=O)(=O)[O-])O